C1(CC1)C1=C(C(=NO1)C1=C(C=CC=C1Cl)Cl)CO[C@@H]1[C@H]2CN([C@@H](C1)C2)C(=O)[O-] (1R,4R,5S)-5-((5-cyclopropyl-3-(2,6-dichlorophenyl) isoxazol-4-yl) methoxy)-2-azabicyclo[2.2.1]heptane-2-carboxylate